C(C)(C)(C)OC(=O)N1C[C@@H](N(CC1)CC1=CC(=C(C=C1)OC(F)(F)F)F)C=O.C(C)(C)(C)C=1C=C(CC2=C(C(=C(C(=C2C)CC2=CC(=C(C(=C2)C(C)(C)C)O)C(C)(C)C)C)CC2=CC(=C(C(=C2)C(C)(C)C)O)C(C)(C)C)C)C=C(C1O)C(C)(C)C 1,3,5-tris(3,5-di-tert-butyl-4-hydroxybenzyl)-2,4,6-tri-methyl-benzene tert-Butyl-(3R)-4-{[3-fluoro-4-(trifluoromethoxy)phenyl]methyl}-3-formylpiperazine-1-carboxylate